(6S)-6-{2-Chloro-3-[(6-cyclopropylpyridazin-3-yl)amino]-phenyl}-3-[(4S*)-2,2-dimethyl-tetrahydropyran-4-yl]-2-imino-6-methylhexahydropyrimidin-4-one ClC1=C(C=CC=C1NC=1N=NC(=CC1)C1CC1)[C@@]1(CC(N(C(N1)=N)[C@@H]1CC(OCC1)(C)C)=O)C |o1:24|